COC(N(C1=CC(=CC=C1)OCCC=C)C(CBr)=O)=O (2-bromoacetyl)-3-(but-3-enyloxy)phenylcarbamic acid methyl ester